ClC1=CC=C(C(C(=O)NCCCCCCCC(=O)[O-])=C1)O.[Na+].[Na+].ClC1=CC=C(C(C(=O)NCCCCCCCC(=O)[O-])=C1)O Disodium N-(5-Chlorosalicyloyl)-8-aminocaprylate